P(=O)(O)(O)O.N(CCO)(CCO)CCO Triethanolamine Phosphate